3-(2-(5-(4-hydroxybenzylidene)-3-(3-chlorophenyl)-4-oxothiazolidin-2-ylidene)hydrazono)-5-fluoro-1H-indol-2-one OC1=CC=C(C=C2C(N(C(S2)=NN=C2C(NC3=CC=C(C=C23)F)=O)C2=CC(=CC=C2)Cl)=O)C=C1